5-cyclopropyl-N-(3-(3-((4-methyl-4H-1,2,4-triazol-3-yl)methyl)oxetan-3-yl)phenyl)pyrazolo[1,5-a]pyrimidine-7-carboxamide C1(CC1)C1=NC=2N(C(=C1)C(=O)NC1=CC(=CC=C1)C1(COC1)CC1=NN=CN1C)N=CC2